(S)-8-chloro-6-(((6-fluoro-2-methylpyridin-3-yl)(1-(3-methyloxetan-3-yl)-1H-1,2,3-triazol-4-yl)methyl)amino)-4-(neopentylamino)quinoline-3-carbonitrile ClC=1C=C(C=C2C(=C(C=NC12)C#N)NCC(C)(C)C)N[C@H](C=1N=NN(C1)C1(COC1)C)C=1C(=NC(=CC1)F)C